tert-butyl N-[2-[benzyloxycarbonyl (2-hydroxyethyl) amino] ethyl]-N-methyl-carbamate C(C1=CC=CC=C1)OC(=O)N(CCN(C(OC(C)(C)C)=O)C)CCO